ClC1=CC=C2C=3C=CC(=CC3CC2=C1)C=1N=NNC1C(=O)O 4-(7-chloro-9H-fluoren-2-yl)-1H-1,2,3-triazole-5-carboxylic acid